4-Chloro-2-(methylthio)-6-nitrophenol ClC1=CC(=C(C(=C1)[N+](=O)[O-])O)SC